NC1=NC=NN2C1=C(C=C2C2CCN(CC2)C(=O)N(C)C)C2=C(C=C(C=C2)NC(=O)C=2C(N(C=CC2)C2=CC=CC=C2)=O)F N-[4-(4-amino-7-{1-[(dimethylamino)carbonyl]piperidin-4-yl}pyrrolo[2,1-f][1,2,4]triazin-5-yl)-3-fluorophenyl]-2-oxo-1-phenyl-1,2-dihydropyridine-3-carboxamide